4-(4-Cyano-3-hydroxy-8-p-tolylethynyl-quinolin-2-yl)-4-oxo-butyric acid ethyl ester C(C)OC(CCC(=O)C1=NC2=C(C=CC=C2C(=C1O)C#N)C#CC1=CC=C(C=C1)C)=O